ClC1=C(OC2=CC(=C(C(=C2)C)N2C(C=CC2=O)=O)C)C=CC=C1 1-(4-(2-chlorophenoxy)-2,6-dimethylphenyl)-1H-pyrrole-2,5-dione